2-((2-(2-methoxy-7-methylquinoxalin-5-yl)-4-methylbenzo[d]thiazol-6-yl)oxy)ethyl (6-cyanopyridin-3-yl)carbamate C(#N)C1=CC=C(C=N1)NC(OCCOC1=CC2=C(N=C(S2)C2=C3N=CC(=NC3=CC(=C2)C)OC)C(=C1)C)=O